3-(1-oxo-5-(((1S,2R)-2-(3-(pyrazin-2-yloxy)azetidin-1-yl)cyclohexyl)oxy)isoindolin-2-yl)piperidine-2,6-dione O=C1N(CC2=CC(=CC=C12)O[C@@H]1[C@@H](CCCC1)N1CC(C1)OC1=NC=CN=C1)C1C(NC(CC1)=O)=O